5-(2-amino-3-((2-aminophenyl)ethynyl)pyridin-4-yl)-2-fluorobenzonitrile NC1=NC=CC(=C1C#CC1=C(C=CC=C1)N)C=1C=CC(=C(C#N)C1)F